3-cyano-N-(5-phenylthiazol-2-yl)-3-azabicyclo[3.1.0]hexane-1-carboxamide C(#N)N1CC2(CC2C1)C(=O)NC=1SC(=CN1)C1=CC=CC=C1